Cl.C(C1=CC=CC=C1)N(C(C)=O)C1CCC(CC1)C[C@H]1N[C@H](CC1)[C@@H](O)C1=CC(=CC=C1)F N-Benzyl-N-((1S,4r)-4-(((2S,5R)-5-((S)-(3-fluorophenyl)(hydroxy)methyl)-pyrrolidin-2-yl)methyl)cyclohexyl)acetamide hydrochloride